7-cyclopentyl-2-((5-(4-(3-(2,6-dioxopiperidin-3-yl)benzyl)-4-fluoro-[1,4'-bipiperidin]-1'-yl)pyridin-2-yl)amino)-N,N-dimethyl-7H-pyrrolo[2,3-d]pyrimidine-6-carboxamide C1(CCCC1)N1C(=CC2=C1N=C(N=C2)NC2=NC=C(C=C2)N2CCC(CC2)N2CCC(CC2)(F)CC2=CC(=CC=C2)C2C(NC(CC2)=O)=O)C(=O)N(C)C